[1,2,4]triazolo[1,2-a]pyridazine-1,3(2H)-dione formate salt C(=O)O.C1(NC(N2N1C=CC=C2)=O)=O